CC1=CC2=C(N=C(O2)NC2=CC=C(C=C2)NC(CCCNC(OC(C)(C)C)=O)=O)C=C1 tert-Butyl 4-(4-(6-methylbenzo[d]oxazol-2-ylamino)phenylamino)-4-oxobutylcarbamate